C12(CC1)CN1C=CC3(C1=C2)CC3 dispiro[cyclopropane-1,1'-pyrrolizine-6',1''-cyclopropan]